(R)-5-(3-((cyclopropylamino)methyl)pyrrolidin-1-yl)-N-(8-fluoro-2-methylimidazo[1,2-a]pyridin-6-yl)pyrazine-2-carboxamide C1(CC1)NC[C@@H]1CN(CC1)C=1N=CC(=NC1)C(=O)NC=1C=C(C=2N(C1)C=C(N2)C)F